tert-butyl (2S,3R)-2-(hydroxymethyl)-3-methylazetidine-1-carboxylate OC[C@H]1N(C[C@H]1C)C(=O)OC(C)(C)C